[4-(glycidoxy)phenyl]diglycidyl-amine C(C1CO1)OC1=CC=C(C=C1)N(CC1CO1)CC1CO1